OC1CN(CCC1)CN1C(NC(C=C1)=O)=O ((3-hydroxypiperidin-1-yl)methyl)pyrimidine-2,4(1H,3H)-dione